COC(CCCC=1C=CC=2C=3C=CC=C4C=CC=C(C5=CC=CC1C52)C43)=O 4-(Perylene-3-yl)butanoic acid methyl ester